(S)-((6-(3-(fluoromethyl)morpholino)-2-(1H-pyrrolo[2,3-b]pyridin-4-yl)pyrimidin-4-yl)imino)dimethyl-λ6-sulfanone FC[C@@H]1COCCN1C1=CC(=NC(=N1)C1=C2C(=NC=C1)NC=C2)N=S(=O)(C)C